trans-2-tert-butyl-cyclopropyl-trifluoroboric acid potassium salt [K].C(C)(C)(C)[C@H]1[C@@H](C1)[B-](F)(F)F.[H+]